N-{(2S,3R)-4,4-difluoro-1-{3-fluorocyclobutane-1-carbonyl}-2-[(2-fluoro-3'-methoxy[1,1'-biphenyl]-3-yl)methyl]-pyrrolidin-3-yl}ethanesulfonamide FC1([C@@H]([C@@H](N(C1)C(=O)C1CC(C1)F)CC=1C(=C(C=CC1)C1=CC(=CC=C1)OC)F)NS(=O)(=O)CC)F